N-[(2S)-1-(4-{[5-(3,4-dimethyl-1,2-oxazol-5-yl)thiophen-2-yl]sulfonyl}piperazin-1-yl)propan-2-yl]-8-[(2R)-2-(trifluoromethyl)pyrrolidine-1-carbonyl]quinazolin-4-amine CC1=NOC(=C1C)C1=CC=C(S1)S(=O)(=O)N1CCN(CC1)C[C@H](C)NC1=NC=NC2=C(C=CC=C12)C(=O)N1[C@H](CCC1)C(F)(F)F